(RS)-5-Trifluoromethyl-pyridine-2-carboxylic acid (4-pyrrolidin-3-yl-phenyl)-amide hydrochloride Cl.N1C[C@H](CC1)C1=CC=C(C=C1)NC(=O)C1=NC=C(C=C1)C(F)(F)F |r|